2-[1-[2-(2-ethoxyphenyl)ethyl]-5-methyl-6-(1,3-oxazol-2-yl)-2,4-dioxo-1H,2H,3H,4H-thieno[2,3-d]pyrimidin-3-yl]-2-methylpropanamide C(C)OC1=C(C=CC=C1)CCN1C(N(C(C2=C1SC(=C2C)C=2OC=CN2)=O)C(C(=O)N)(C)C)=O